(S)-3-(2,6-dichloro-4-((4-((S)-3-chloro-2-hydroxypropoxy)phenyl)sulfonyl)phenoxy)propane-1,2-diol ClC1=C(OC[C@H](CO)O)C(=CC(=C1)S(=O)(=O)C1=CC=C(C=C1)OC[C@@H](CCl)O)Cl